ClC1=CC=C(C(=N1)C(=O)O)N[C@H](C)C=1C=C(C=C2C(N(C(=NC12)C1=C(C=CC=C1)C#N)C)=O)C (R)-6-chloro-3-((1-(2-(2-cyanophenyl)-3,6-dimethyl-4-oxo-3,4-dihydroquinazolin-8-yl)ethyl)amino)picolinic acid